C(CCC(=O)[O-])(=O)OC(N1C=NC(=C1)C1=C(N=C2N1C=CC=N2)C2=NC(=NN2)C(F)(F)F)C(C)(C)C tert-butyl((4-(2-(3-(trifluoromethyl)-1H-1,2,4-triazol-5-yl)imidazo[1,2-a]pyrimidin-3-yl)-1H-imidazol-1-yl)methyl) succinate